N-(7-bromo-2-methyl-2-phenylnaphtho[2,3-d][1,3]dioxolan-6-yl)-1,1-diphenylmethanimine BrC=1C(=CC2=CC3=C(OC(O3)(C3=CC=CC=C3)C)C=C2C1)N=C(C1=CC=CC=C1)C1=CC=CC=C1